2-(1-Benzyl-5-oxopyrrolidin-2-yl)-2-oxoacetic Acid C(C1=CC=CC=C1)N1C(CCC1=O)C(C(=O)O)=O